ClC=1C=2N(N=CC1OC1=CC(=CC=C1)C1CC1)N=CC2 4-chloro-5-(3-cyclopropylphenoxy)pyrazolo[1,5-b]pyridazine